2-(5-(2-Fluorophenyl)-4-((2R,5S)-4-isobutyryl-2,5-dimethylpiperazin-1-yl)-7H-pyrrolo[2,3-d]pyrimidin-7-yl)isonicotinonitrile FC1=C(C=CC=C1)C1=CN(C=2N=CN=C(C21)N2[C@@H](CN([C@H](C2)C)C(C(C)C)=O)C)C=2C=C(C#N)C=CN2